2-methoxybutyl acetate (2-methoxybutyl acetate) COC(CCC(=O)O)CC.C(C)(=O)OCC(CC)OC